C(C1=CC=CC=C1)OC1=NC(=CC=C1C1=NN(C2=CC(=CC=C12)C=1C(CN(CC1)C(=O)OC(C)(C)C)(F)F)C(C)C)OCC1=CC=CC=C1 tert-butyl 4-[3-(2,6-dibenzyloxy-3-pyridyl)-1-isopropyl-indazol-6-yl]-3,3-difluoro-2,6-dihydropyridine-1-carboxylate